BrC=1C(=CC=2N(C1)C=C(N2)C)OC(C)C 6-bromo-7-isopropoxy-2-methylimidazo[1,2-a]pyridine